2,3-dichloro-6-cyanopyridine ClC1=NC(=CC=C1Cl)C#N